3,8-bis[3-(dibenzothiophene-4-yl)phenyl]benzofurano[2,3-b]pyrazine C1=CC=C(C=2SC3=C(C21)C=CC=C3)C=3C=C(C=CC3)C3=CN=C2C(=N3)OC3=C2C=C(C=C3)C3=CC(=CC=C3)C3=CC=CC2=C3SC3=C2C=CC=C3